(Z)-N'-(pyridin-3-yl)-4-(1,4,4,4-tetrafluoro-3-(3,4,5-trichlorophenyl)but-1-en-1-yl)-2-(trifluoromethyl)benzoyl-hydrazine N1=CC(=CC=C1)NNC(C1=C(C=C(C=C1)/C(=C/C(C(F)(F)F)C1=CC(=C(C(=C1)Cl)Cl)Cl)/F)C(F)(F)F)=O